methyl 2,3-dibromo-2,3-dihydrobenzofuran-6-carboxylate BrC1OC2=C(C1Br)C=CC(=C2)C(=O)OC